C(=O)(O)C1=C(C=CC=C1C(=O)O)S(=O)(=O)C1=C(C(=CC=C1)C(=O)O)C(=O)O 2,3-dicarboxyphenylsulfone